OC[C@H](C)CCC[C@@H](C)[C@H]1CC[C@H]2[C@@H]3CC=C4C[C@@H](O)CC[C@]4(C)[C@H]3CC[C@]12C (R)-27-hydroxycholesterol